(1R,2R)-2-pentylcyclopropan-1-ol C(CCCC)[C@H]1[C@@H](C1)O